FC1(CN[C@@H]2[C@H]1N(N(C2)C)CCOC(C(=O)OC(C)(C)C)(C)C)F tert-Butyl 2-(2-((cis)-6,6-difluoro-2-methylhexahydropyrrolo[3,2-c]pyrazol-1(2H)-yl) ethoxy)-2-methylpropanoate